NC=1C=C(C(=O)NC2=C(C=C(C=C2)NC(=O)NCCC=2C=NC=CC2)C#CC2=CC=C(C=C2)F)C=CC1 3-amino-N-(2-((4-fluorophenyl)ethynyl)-4-(3-(2-(pyridin-3-yl)ethyl)ureido)phenyl)benzamide